C(C)OC=1C(=CC(=C(C1)C1=CC=C(C=C1)F)C(C)C)CN1CCC2(CN(C(O2)=O)C2=CC=C(C=C2)P(O)(O)=O)CC1 (4-(8-((5-ethoxy-4'-fluoro-2-isopropyl-[1,1'-biphenyl]-4-yl)methyl)-2-oxo-1-oxa-3,8-diazaspiro[4.5]decan-3-yl)phenyl)phosphonic acid